7-chloro-4-(3,3-difluoropiperidin-1-yl)-8-fluoro-2-(((2R,7aS)-2-fluorotetrahydro-1H-pyrrolizin-7a(5H)-yl)methoxy)pyrido[4,3-d]pyrimidine ClC1=C(C=2N=C(N=C(C2C=N1)N1CC(CCC1)(F)F)OC[C@]12CCCN2C[C@@H](C1)F)F